CC1=NC2=CC=CC=C2C(=N1)N1CCN(CC1)C(=O)C1CNCCC1 (4-(2-Methylquinazolin-4-yl)piperazin-1-yl)(piperidin-3-yl)methanone